Cl.Cl.Cl.N1CCC(CC1)C1=CNC2=NC=C(N=C21)N[C@H]2COCC2 |r| (rac)-7-(4-piperidyl)-N-tetrahydrofuran-3-yl-5H-pyrrolo[2,3-b]pyrazin-2-amine, trihydrochloride